bis(2-phenylpyridine) iridium (III) [Ir+3].C1(=CC=CC=C1)C1=NC=CC=C1.C1(=CC=CC=C1)C1=NC=CC=C1